C(CC)N1N=CC=C1 N-propyl-1H-pyrazole